(S)-(2-methyl-4-(1-phenylethoxy)phenyl)boronic acid pinacol ester CC1=C(C=CC(=C1)O[C@@H](C)C1=CC=CC=C1)B1OC(C)(C)C(C)(C)O1